(5Z)-2-[[(1S,2S)-2-Methoxycyclopentyl]amino]-3-methyl-5-[(3-methylbenzimidazol-5-yl)methylene]imidazol-4-one CO[C@@H]1[C@H](CCC1)NC1=N\C(\C(N1C)=O)=C/C1=CC2=C(N=CN2C)C=C1